(3R)-10-chloro-11-(5-chloro-2,4-difluorophenyl)-8-((2S,5R)-2,5-dimethylpiperazin-1-yl)-3-morpholino-3,4-dihydro-[1,4]oxazepino[2,3,4-ij]quinazolin-6(2H)-one ClC=1C=C2C(=NC(N3C2=C(C1C1=C(C=C(C(=C1)Cl)F)F)OC[C@@H](C3)N3CCOCC3)=O)N3[C@H](CN[C@@H](C3)C)C